FC=1C=C(C=CC1F)NC(=O)N1[C@H]2CN([C@@H](C1)C2)C2=NC=CC=C2 (1R,4R)-N-(3,4-difluorophenyl)-5-(pyridin-2-yl)-2,5-diazabicyclo[2.2.1]heptane-2-carboxamide